Distearyl-glycerol C(CCCCCCCCCCCCCCCCC)C(C(C(O)CCCCCCCCCCCCCCCCCC)O)O